C1(=CC=CC=C1)C(C(C(C)=O)C1=CC=CC=C1)=O 1,2-diphenyl-1,3-butanedione